ethyl 3-cyano-2-oxo-3-(tetrahydro-2H-pyran-4-yl)propanoate C(#N)C(C(C(=O)OCC)=O)C1CCOCC1